N-[4-chloro-3-(trifluoromethyl)benzene-1-sulfonyl]-L-γ-glutamylglycyl-3-(pyridin-4-yl)-L-alanyl-3-methyl-N-(4-{[1-(2-methyl-L-arginyl)piperidin-4-yl]carbamoyl}phenyl)-L-valinamide ClC1=C(C=C(C=C1)S(=O)(=O)N[C@@H](CCC(=O)NCC(=O)N[C@@H](CC1=CC=NC=C1)C(=O)N[C@@H](C(C)(C)C)C(=O)NC1=CC=C(C=C1)C(NC1CCN(CC1)C([C@@](N)(CCCNC(N)=N)C)=O)=O)C(=O)O)C(F)(F)F